C(C1=CC=CC=C1)NC(CC1=CC=C(C=C1)NC(C1=CN=CC=C1)=O)=O N-(4-(2-(benzylamino)-2-oxoethyl)phenyl)nicotinamide